menth-1-en C1(=CCC(CC1)C(C)C)C